Cl.C(C)(C)(C)C1=CC=C(C=C1)CN (4-(tert-butyl)phenyl)methanamine hydrochloride